1,3-di(2-pyridyl)-1,3-propanedione N1=C(C=CC=C1)C(CC(=O)C1=NC=CC=C1)=O